t-butyl 4-[3-[(2,6-dioxo-3-piperidyl)-methyl-amino]phenyl]-3,3-difluoro-piperidine-1-carboxylate O=C1NC(CCC1N(C=1C=C(C=CC1)C1C(CN(CC1)C(=O)OC(C)(C)C)(F)F)C)=O